Tetradecenoyl-Carnitine C(C=CCCCCCCCCCCC)(=O)C(O)(C[N+](C)(C)C)CC([O-])=O